(2S)-1-acetyl-4-(3-(cyclopropylmethoxy)-4-(difluoromethoxy)phenyl)-N-((4-(2-hydroxypropan-2-yl)pyridin-2-yl)methyl)pyrrolidine-2-carboxamide C(C)(=O)N1[C@@H](CC(C1)C1=CC(=C(C=C1)OC(F)F)OCC1CC1)C(=O)NCC1=NC=CC(=C1)C(C)(C)O